(R)-4-amino-2-(3-cyano-5-(3-hydroxypyrrolidin-1-yl)phenyl)-6-(thiazol-2-yl)nicotinonitrile NC1=CC(=NC(=C1C#N)C1=CC(=CC(=C1)N1C[C@@H](CC1)O)C#N)C=1SC=CN1